(S)-tert-butyl 7-(6-chloro-8-(2-(hydroxymethyl)thieno[3,2-b]pyridin-7-yl)-3,4-dihydroquinolin-1(2H)-yl)-5-azaspiro[3.4]octane-5-carboxylate ClC=1C=C2CCCN(C2=C(C1)C1=C2C(=NC=C1)C=C(S2)CO)[C@@H]2CN(C1(CCC1)C2)C(=O)OC(C)(C)C